lithium bis(2-oxopropionate) borate salt B([O-])(O)O.O=C(C(=O)O)C.O=C(C(=O)O)C.[Li+]